CC1(CCC(O1)=O)C=C(C)C 5-methyl-5-(2-methylprop-1-enyl)tetrahydrofuran-2-one